methyl (2S)-2-((2S)-2-(((2-(3-chlorophenyl)-1-cyclohexyl-2,2-difluoroethoxy)carbonyl)amino)-3-phenylpropanamido)-3-((S)-2-oxopyrrolidin-3-yl)propanoate ClC=1C=C(C=CC1)C(C(OC(=O)N[C@H](C(=O)N[C@H](C(=O)OC)C[C@H]1C(NCC1)=O)CC1=CC=CC=C1)C1CCCCC1)(F)F